(S)-N-{[2-(isopropylsulfanyl)phenyl]methylidene}-2-methylpropane-2-sulfinamide C(C)(C)SC1=C(C=CC=C1)C=N[S@@](=O)C(C)(C)C